CN([C@@H](C(C)C)C(=O)OC)C(=O)N1CCN(CCC1)C(=O)C1[N@@](C1)C(C1=CC=CC=C1)(C1=CC=CC=C1)C1=CC=CC=C1 methyl N-methyl-N-(4-((R)-1-tritylaziridine-2-carbonyl)-1,4-diazepane-1-carbonyl)-L-valinate